1-methyl-benzo[2,1-g]quinoxaline CN1CC=NC=2C=C3C(=CC12)C=CC=C3